(Z)-1-(4-amino-2-fluorobut-2-en-1-yl)-4-[2-fluoro-5-(hydroxymethyl)phenyl]-1H-benzo[d][1,2,3]triazole-6-carbonitrile NC\C=C(\CN1N=NC2=C1C=C(C=C2C2=C(C=CC(=C2)CO)F)C#N)/F